2-(4-ethyl-6-methylpyrazolo[1,5-a]pyrazin-2-yl)-7-[(3aR,6aS)-hexahydropyrrolo[3,4-c]pyrrol-2(1H)-yl]-4H-pyrido[1,2-a]pyrimidin-4-one C(C)C=1C=2N(C=C(N1)C)N=C(C2)C=2N=C1N(C(C2)=O)C=C(C=C1)N1C[C@@H]2CNC[C@@H]2C1